((1S,4R,6R)-6-((5-ethylpyrimidin-2-yl)oxy)-2-azabicyclo[2.2.1]hept-2-yl)(6-methyl-3-(pyrimidin-2-yl)pyridin-2-yl)methanone C(C)C=1C=NC(=NC1)O[C@@H]1C[C@@H]2CN([C@H]1C2)C(=O)C2=NC(=CC=C2C2=NC=CC=N2)C